C1(=CC=CC=C1)CCC1=CC=C(C=C1)CC(=O)N1CCN(CC1)C=1C=CC=2N(N1)C=NN2 2-[4-(2-phenylethyl)phenyl]-1-(4-{[1,2,4]triazolo[4,3-b]pyridazin-6-yl}piperazin-1-yl)ethan-1-one